ClC1=CC=C(C=C1)S(=O)(=O)ON=C(C#N)C1=CC=CC=C1 α-(p-chlorobenzenesulfonyloxyimino)phenylacetonitrile